C(C1=CC=CC=C1)OC(=O)N1[C@@H]([C@H](CCC1)O)CCCCCCO (2R,3S)-1-benzyloxycarbonyl-2-(6-hydroxy-n-hexyl)-3-hydroxypiperidine